CN(C1=CC=C(C=C1)N1CC=C2N1C(=CC=N2)C2=CC=C(C=C2)F)C N-(4-(dimethylamino)phenyl)-7-(4-fluorophenyl)pyrazolo[1,5-a]pyrimidine